trans-glutaric acid C(CCCC(=O)O)(=O)O